N-(3-bromo-2-(2-chloro-5-fluorobenzoyl)-4-methoxy-5-(2,2,2-trifluoroacetamido)phenyl)-3-fluoro-5-(trifluoromethyl)benzamide BrC=1C(=C(C=C(C1OC)NC(C(F)(F)F)=O)NC(C1=CC(=CC(=C1)C(F)(F)F)F)=O)C(C1=C(C=CC(=C1)F)Cl)=O